F[C@@H]1CN(CC[C@@H]1NC1=CC=CC2=C1S(C=C2C=2N=CSC2)=O)C 7-(((3R,4S)-3-fluoro-1-methylpiperidin-4-yl)amino)-1-oxido-3-(thiazol-4-yl)benzo[b]thiophen